S(=O)(=O)(O)O.CC1(CCCCC1)C(=O)O[C@H]1O[C@@]([C@@H]([C@@H]1O)O)(C#N)C1=CC=C2C(=NC=NN21)N.NC2=NC=NN1C2=CC=C1[C@]1([C@@H]([C@@H]([C@H](O1)OC(=O)C1(CCCCC1)C)O)O)C#N ((2R,3S,4R,5R)-5-(4-aminopyrrolo[2,1-f][1,2,4]triazin-7-yl)-5-cyano-3,4-dihydroxytetrahydrofuran-2-yl) methylcyclohexylformate hemisulphate